(R)-1-(5-(4-fluorophenyl)isochroman-1-yl)-N-methyl-methanamine hydrochloride Cl.FC1=CC=C(C=C1)C1=C2CCO[C@H](C2=CC=C1)CNC